NC=1N=C2CCC(N(C2=CC1)CC1=CC=CC=C1)=O 6-amino-1-benzyl-3,4-dihydro-1,5-naphthyridin-2(1H)-one